FC(C=1C=CC=C(C1)O)(F)F 5-(trisFluoromethyl)phenol